Benzyl (S)-(1-((tert-butyldimethylsilyl)oxy)propan-2-yl)(2-oxopropyl)carbamate [Si](C)(C)(C(C)(C)C)OC[C@H](C)N(C(OCC1=CC=CC=C1)=O)CC(C)=O